[Ga]=[Te].[In] indium gallium telluride